(1S,3R)-3-(2-(2-fluorophenoxy)-6-(1H-1,2,4-triazol-3-yl)-1H-imidazo[4,5-c]pyridin-1-yl)cyclohexan-1-amine FC1=C(OC=2N(C3=C(C=NC(=C3)C3=NNC=N3)N2)[C@H]2C[C@H](CCC2)N)C=CC=C1